ClC=1C=CC(=C(C1)C1=CC(=NC=C1C(=O)NC=1SC(=NN1)OCC1=NC=C(C=C1)SC)C)OC 4-(5-chloro-2-methoxyphenyl)-6-methyl-N-(5-((5-(methylthio)pyridin-2-yl)methoxy)-1,3,4-thiadiazol-2-yl)nicotinamide